C1=CCC=CCC=CCC=CC1 1,4,7,10-cyclododecatetraene